ethyl-3-(3-benzoylthioureido)spiro[cyclohexane-1,1'-inden] C(C)C=1C2(C3=CC=CC=C3C1)CC(CCC2)NC(=S)NC(C2=CC=CC=C2)=O